ClC=1C=C(C=CC1F)C(OCC=1SC(=CN1)C)C=1N(C(=C(N1)S(=O)(=O)C)C)COCC[Si](C)(C)C 2-(((3-chloro-4-fluorophenyl)(5-methyl-4-(methylsulfonyl)-1-((2-(trimethylsilyl)ethoxy)methyl)-1H-imidazol-2-yl)methoxy)methyl)-5-methylthiazole